COC=1C=CC2=C(N=C(S2)N)C1 5-methoxy-1,3-benzothiazol-2-amine